7-(2,8-Dimethylimidazo[1,2-b]pyridazin-6-yl)-5-fluoro-3-(piperidin-1-yl)cinnoline CC=1N=C2N(N=C(C=C2C)C2=CC(=C3C=C(N=NC3=C2)N2CCCCC2)F)C1